1-bromo-2-methyl-4-[1-(trifluoromethyl)cyclopropyl]benzene BrC1=C(C=C(C=C1)C1(CC1)C(F)(F)F)C